FC=1C=C2C=C(N(C2=C(C1)CC(C)C)C(=O)OC(C)(C)C)CN1C(C(=CC=C1)NC([C@H](CC\C=C\C(N1CCCC1)=O)NC(=O)OC)=O)=O tert-butyl (S,E)-5-fluoro-7-isobutyl-2-((3-(2-((methoxycarbonyl)amino)-7-oxo-7-(pyrrolidin-1-yl)hept-5-enamido)-2-oxopyridin-1(2H)-yl)methyl)-1H-indole-1-carboxylate